CNC(CCN)CC 3-methylamino-1-pentylamine